NC1=NC=NN2C1=CC=C2[C@H]2[C@@H]([C@@H]([C@@](O2)(C#N)COP(=O)(OC2=CC=CC=C2)N[C@@H](C)C(=O)OCCCOCCCCCCCCCCCCCCCC)O)O 3-(hexadecyloxy)propyl ((((2R,3S,4R,5S)-5-(4-aminopyrrolo[2,1-f][1,2,4]triazin-7-yl)-2-cyano-3,4-dihydroxytetrahydrofuran-2-yl)methoxy)(phenoxy)phosphoryl)alaninate